C(C)(C)(C)OC(=O)N1C(CN(CC1)F)C1=C(C=CC=C1)CNNS(=O)(=O)C1=CC=C(C)C=C1 4-fluoro-2-(((2-tosylhydrazino)methyl)phenyl)piperazine-1-carboxylic acid tert-butyl ester